9-fluoro-8-((3-methoxyphenethyl)amino)-[1,3]dioxolo[4',5':4,5]benzo[1,2-b]benzo[e]oxepin-11(6H)-one FC=1C(=CC2=C(C(C3=C(OC2)C=C2C(=C3)OCO2)=O)C1)NCCC1=CC(=CC=C1)OC